C(C)OC1=C(C=C(C=C1)C=1OC=CC1)NC1=NC=NC2=CC(=C(C=C12)OC1CCN(CC1)C(C=C)=O)OC 1-(4-((4-((2-ethoxy-5-(furan-2-yl)phenyl)amino)-7-methoxy-quinazolin-6-yl)oxy)piperidin-1-yl)prop-2-en-1-one